C1(=CC=CC=C1)C1=C(C(=CC=C1)C1=CC=CC=C1)C=1C(=C(C=CC1)PC1=CC=CC=C1O)N(C)C 6-{[2,6-bis(phenyl)phenyl-(2-dimethylaminophenyl)]-phosphino}-phenol